1,3-dibromopropan BrCCCBr